5-(2,6-Dimethylphenyl)-20-methyl-2-oxa-9λ6-thia-6,8,15,23-tetraazatetracyclo[15.3.1.13,7.110,14]tricosa-1(21),3(23),4,6,10,12,14(22),17,19-nonaene-9,9,16-trione CC1=C(C(=CC=C1)C)C1=CC=2OC=3C(=CC=C(C(NC=4C=CC=C(S(NC(=N1)N2)(=O)=O)C4)=O)C3)C